C(C)C(C(=O)OCCOCCOCCOC(C(CCCC)CC)=O)CCCC triethylene glycol bis-(2-ethylhexanoate)